[Mo].[Ru].[Ir] IRIDIUM RUTHENIUM MOLYBDENUM